copper bis(tert-butyl acetoacetate) C(C)(C)(C)CC(CC(=O)[O-])=O.C(C)(C)(C)CC(CC(=O)[O-])=O.[Cu+2]